CC=1N=C(C=2N(C1)N=C(N2)NC(=O)C2=C(C=C(C1=CN(N=C21)C)N2CCC(CC2)N(C(OC(C)(C)C)=O)CC)F)C tert-butyl N-[1-[7-[(6,8-dimethyl-[1,2,4]triazolo[1,5-a]pyrazin-2-yl)-carbamoyl]-6-fluoro-2-methyl-indazol-4-yl]-4-piperidyl]-N-ethyl-carbamate